C(CCCCC)C(COC(CCCCCN(C(OCCN(CCN(CC)CC)C(C)C)=O)CCCCCC(=O)OCC(CCCCCC)CCCCCC)=O)CCCCCC.CC1=CC2=C(C3=CC=CC=C3C(=C2C=C1)OCCC)OCCC 2-methyl-9,10-di(n-propoxy)anthracene 2-hexyloctyl-3-ethyl-11-(6-((2-hexyloctyl)oxy)-6-oxohexyl)-6-isopropyl-10-oxo-9-oxa-3,6,11-triazaheptadecane-17-oate